phosphonopropionic acid amide P(=O)(O)(O)C(C(=O)N)C